C(C1=CC=CC=C1)C12NCC(N(C1)C1=NC=C(C=C1)C1=NOC(=N1)C(F)(F)F)C2 benzyl-5-(5-(5-(trifluoromethyl)-1,2,4-oxadiazol-3-yl)pyridin-2-yl)-2,5-diazabicyclo[2.2.1]heptane